(Z)-methyl 3-((N-(2-chloro phenyl)-N'-(ethoxy carbonyl)carbamimidoyl)thio)-2-oxopropanoate ClC1=C(C=CC=C1)N/C(=N/C(=O)OCC)/SCC(C(=O)OC)=O